C(C)(C)(C)OC(=O)NC1CC2=C(C(=C3C=C([N+](=CC3=C2)[O-])C2CC2)S(=O)(=O)N(C(OC(C)(C)C)=O)CC(C)(C)F)C1 tert-butyl N-[[7-(tert-butoxycarbonylamino)-3-cyclopropyl-2-oxido-7,8-dihydro-6H-cyclopenta[g]isoquinolin-2-ium-5-yl]sulfonyl]-N-(2-fluoro-2-methyl-propyl)carbamate